C(=O)[C@H]1N(CCC1)C(=O)OC(C)(C)C Tert-butyl (S)-2-formylpyrrolidine-1-carboxylate